(4-Chlorophenyl)(5-methylpyridin-2-yl)methanol oxygen lithium carbon [C].[Li].[O].ClC1=CC=C(C=C1)C(O)C1=NC=C(C=C1)C